(R/S)-4-((1-(hydroxymethyl)cyclobutyl)amino)-2-(5-(2-hydroxypropane-2-yl)isoindolin-2-yl)-6,7-dihydrothieno[3,2-d]pyrimidine 5-oxide OCC1(CCC1)NC=1C2=C(N=C(N1)N1CC3=CC=C(C=C3C1)C(C)(C)O)CC[S@]2=O |r|